3-(5-(4-(3-(1-(4-(4-amino-3-(4-phenoxyphenyl)-1H-pyrazolo[3,4-d]pyrimidin-1-yl)piperidine-1-carbonyl)piperidin-4-yl)propyl)piperazin-1-yl)-1-oxoisoindolin-2-yl)piperidine-2,6-dione NC1=C2C(=NC=N1)N(N=C2C2=CC=C(C=C2)OC2=CC=CC=C2)C2CCN(CC2)C(=O)N2CCC(CC2)CCCN2CCN(CC2)C=2C=C1CN(C(C1=CC2)=O)C2C(NC(CC2)=O)=O